(2-ethylhexyl) ((n-nonylphenyl) phosphonate) C(CCCCCCCC)C1=C(C=CC=C1)P(OCC(CCCC)CC)([O-])=O